C12CC(CC(CC1)N2)OC=2C=C1C(=NC=NC1=CC2)NC2=CC(=C(C=C2)OC2=CC=1N(C=N2)N=CN1)C 6-((8-Azabicyclo[3.2.1]octan-3-yl)oxy)-N-(4-([1,2,4]triazolo[1,5-c]pyrimidin-7-yloxy)-3-methylphenyl)quinazolin-4-amine